C(C1=CC=CC=C1)C=1C=NC(=NC1)C1CN(CC1)C=1C=NN2C1C=CC(=C2)C=2C=NN(C2)C 3-[3-(5-benzylpyrimidin-2-yl)pyrrolidine-1-yl]-6-(1-methyl-1H-pyrazol-4-yl)pyrazolo[1,5-a]pyridine